2-(3,6-diaza-bicyclo[3.1.1]heptan-6-yl)-5-(4-chloro-2-methyl-2H-indazol-5-yl)-3-methyl-3,7-dihydro-4H-pyrrolo[2,3-d]pyrimidin-4-one C12CNCC(N1C=1N(C(C3=C(N1)NC=C3C3=C(C1=CN(N=C1C=C3)C)Cl)=O)C)C2